COC1=CC=C(CN2[C@H]([C@H]2C(F)(F)F)C(=O)O)C=C1 (2R,3S)-1-(4-methoxybenzyl)-3-(trifluoromethyl)aziridine-2-carboxylic acid